4-(3-Chloro-2-fluoro-6-methoxyphenyl)-N-(5-hydroxy-1,3,4-thiadiazol-2-yl)-6-methylnicotinamide ClC=1C(=C(C(=CC1)OC)C1=CC(=NC=C1C(=O)NC=1SC(=NN1)O)C)F